FC(F)(F)N(O)S(=O)(=O)C1=CC=CC=C1 trifluoromethylbenzenesulfonylhydroxylamine